tert-butyl (S)-(2-azido-1-(4-chloro-3-(5-(difluoromethyl)-1H-1,2,4-triazol-1-yl)phenyl)ethyl)carbamate N(=[N+]=[N-])C[C@H](C1=CC(=C(C=C1)Cl)N1N=CN=C1C(F)F)NC(OC(C)(C)C)=O